N-((S)-1-(2-((S)-2-cyanopyrrolidin-1-yl)-2-oxoethyl)pyrrolidin-3-yl)-5-methylbenzofuran-3-carboxamide C(#N)[C@H]1N(CCC1)C(CN1C[C@H](CC1)NC(=O)C1=COC2=C1C=C(C=C2)C)=O